C(C)OC(=O)C1=NOC(=N1)C1=C(C=CC(=C1)OC(F)(F)F)C1CC1 5-(2-cyclopropyl-5-(trifluoromethoxy)phenyl)-1,2,4-oxadiazole-3-carboxylic acid ethyl ester